(3-Chlorophenyl)methylamine ClC=1C=C(C=CC1)CN